FC(C=1C=C(C=CC1)NC=1C(=CC=CC1)N)(F)F N1-(3-(trifluoromethyl)phenyl)benzene-1,2-diamine